3-thioxohexadiene S=C(C=C)C=CC